NC1=C(C=CC(=C1F)NCC1=CC=C(C=C1)C(F)(F)F)NC([C@@H]([C@H](CCCCC)F)F)=O (2S,3S)-N-(2-Amino-3-fluoro-4-((4-(trifluoromethyl)benzyl)amino)phenyl)-2,3-difluorooctanamid